ClC1=CC=C2C(=N1)C(=CN2C(=O)OC(C)(C)C)C(C)C tert-Butyl 5-chloro-3-isopropyl-1H-pyrrolo[3,2-b]pyridine-1-carboxylate